C(C1=CC=CC=C1)OC(=O)N[C@H](CCC(=O)OCC)C(=O)NCCC1=CN=CN1 Ethyl (4R)-4-{[(benzyloxy) carbonyl] amino}-5-{[2-(1H-imidazol-5-yl) ethyl] amino}-5-oxopentanoate